FC(C1=CC=C(C=C1)C1(C(C(OC2=C1N(C=1C=CC=CC12)C)=O)C(F)(F)F)C1=CC=CC=C1)(F)F 4-(4-trifluoromethylphenyl)-5-methyl-4-phenyl-3-trifluoromethylindolopyranone